ClC1=CC=C(C=C1)N(C(=O)C1=C(N=C(S1)C1=CC=C(C=C1)Cl)C)C N,2-bis(4-chlorophenyl)-N,4-dimethylthiazole-5-carboxamide